tert-butyl 4-[7-(8-ethyl-2-methyl-imidazo[1,2-b]pyridazin-6-yl)-5-oxo-thiazolo[3,2-a]pyrimidin-2-yl]piperazine-1-carboxylate C(C)C=1C=2N(N=C(C1)C=1N=C3N(C(C1)=O)C=C(S3)N3CCN(CC3)C(=O)OC(C)(C)C)C=C(N2)C